dioxabutene O=COC